C1(CC1)COC1=C(C=C(C=C1)C1=CC(=CN=N1)C(=O)NCC=1C(=NC=CC1)N1CCOCC1)C(F)(F)F 6-[4-(cyclopropylmethoxy)-3-(trifluoromethyl)phenyl]-N-[(2-morpholino-3-pyridinyl)methyl]pyridazine-4-carboxamide